ClC1=CC=CC(=N1)C1=NC(=NC=C1)N1CC2=CC=C(C=C2C1)N1CCN(CC1)C 2-(4-(6-Chloropyridin-2-yl)pyrimidin-2-yl)-5-(4-methylpiperazin-1-yl)isoindoline